bis(4-(trifluoromethyl) phenyl) sulfide FC(C1=CC=C(C=C1)SC1=CC=C(C=C1)C(F)(F)F)(F)F